8-Methyl-N-(1,2-oxazol-3-ylmethyl)-2-(pyridin-2-ylmethyl)-4,5-dihydro-2H-furo[2,3-g]indazole-7-carboxamide CC1=C(OC=2CCC3=CN(N=C3C21)CC2=NC=CC=C2)C(=O)NCC2=NOC=C2